[P].[N].N1=CN=CC=C1 pyrimidine nitrogen phosphorus